The molecule is a phosphatidylcholine O-36:0 in which the alkyl and acyl groups specified at positions 1 and 2 are octadecyl and octadecanoyl respectively. It is a 2-acyl-1-alkyl-sn-glycero-3-phosphocholine and a phosphatidylcholine O-36:0. It derives from an octadecanoic acid. CCCCCCCCCCCCCCCCCCOC[C@H](COP(=O)([O-])OCC[N+](C)(C)C)OC(=O)CCCCCCCCCCCCCCCCC